(4R,8S)-4,8-dimethyldecenal C[C@@H](C=CC=O)CCC[C@H](CC)C